tert-Butyl ((3-((1-methyl-1H-pyrazol-4-yl)methyl)-2,4-dioxo-1-((2-oxoindolin-5-yl)methyl)-1,2,3,4-tetrahydrothieno[2,3-d]pyrimidin-6-yl)sulfonyl)(1-methylcyclopropyl)carbamate CN1N=CC(=C1)CN1C(N(C2=C(C1=O)C=C(S2)S(=O)(=O)N(C(OC(C)(C)C)=O)C2(CC2)C)CC=2C=C1CC(NC1=CC2)=O)=O